C(C)(C)(C)OC(=O)N1C[C@H](CC1)N1N=C(C(=C1)C(=O)O)C#CC1=CC(=CC(=C1)OC)OC (S)-1-(1-(tert-butoxycarbonyl)pyrrolidin-3-yl)-3-((3,5-dimethoxyphenyl)ethynyl)-1H-pyrazole-4-carboxylic acid